COCCN1C(C=2C(CC1)=NNC2)=O 5-(2-methoxyethyl)-2,5,6,7-tetrahydro-4H-pyrazolo[4,3-c]pyridin-4-one